FC1(CCN(CC1)C1=C(C=NC(=C1)F)N)F 4-(4,4-difluoropiperidin-1-yl)-6-fluoropyridin-3-amine